O1CCOC12C(CCC2)N2N=CC(=C2)C=2C(=C(C=CC2)NC2=CC(=NC=C2C(=O)N)NC(=O)C2CC2)C#N 4-((3-(1-(1,4-dioxaspiro[4.4]nonan-6-yl)-1H-pyrazol-4-yl)-2-cyanophenyl)amino)-6-(cyclopropanecarboxamido)nicotinamide